Methyl 5-((2-(5-(((2-chloro-[1,1'-biphenyl]-4-yl)methyl)amino)-2H-indazol-2-yl)ethyl)amino)benzo[c][2,6]naphthyridine-8-carboxylate ClC1=C(C=CC(=C1)CNC1=CC2=CN(N=C2C=C1)CCNC1=NC2=C(C3=CN=CC=C13)C=CC(=C2)C(=O)OC)C2=CC=CC=C2